2-(6-(4-cyclopropyl-4H-1,2,4-triazol-3-yl)pyridin-2-yl)-6-(1-methyl-1H-imidazol-5-yl)isoindolin-1-one C1(CC1)N1C(=NN=C1)C1=CC=CC(=N1)N1C(C2=CC(=CC=C2C1)C1=CN=CN1C)=O